[Ca+2].C(\C=C/C(=O)[O-])(=O)[O-].C(CO)O ethylene glycol maleate calcium